NC=1N=C(C2=C(N1)N(C=C2C#CCOCCCOCCC(=O)O)CC2=NC=C(C(=C2C)OC)C)Cl 3-{3-[(3-{2-amino-4-chloro-7-[(4-methoxy-3,5-dimethylpyridin-2-yl)methyl]-7H-pyrrolo[2,3-d]pyrimidin-5-yl}prop-2-yn-1-yl)oxy]propoxy}propanoic acid